[Na].OC=CC#N 3-hydroxyacrylonitrile sodium salt